5-((4-(2-(7-((4-(2-amino-4,4-dimethylpentanamido)phenethyl)(methyl)amino)-N,4,4-trimethyl-7-oxoheptanamido)ethoxy)benzamido)methyl)-2-fluorobenzoate NC(C(=O)NC1=CC=C(CCN(C(CCC(CCC(=O)N(C)CCOC2=CC=C(C(=O)NCC=3C=CC(=C(C(=O)[O-])C3)F)C=C2)(C)C)=O)C)C=C1)CC(C)(C)C